((2-(6-(azetidin-1-yl)pyridin-2-yl)-2H-pyrazolo[4,3-c]pyridin-6-yl)methyl)carbamic acid tert-butyl ester C(C)(C)(C)OC(NCC1=CC=2C(C=N1)=CN(N2)C2=NC(=CC=C2)N2CCC2)=O